BrCCCCC(OC)OC 5-bromo-1,1-dimethoxypentane